ClC=1C=C(C=CC1C(=O)N1CCN(CC1)C(CC1CC[N+](CC1)(C)C)=O)NC(=O)C=1N(C(=CN1)C=1C(=NC(=C(C1)F)N(C)C)F)C N-[3-chloro-4-[4-[2-(1,1-dimethylpiperidin-1-ium-4-yl)acetyl]piperazine-1-carbonyl]phenyl]-5-[6-(dimethylamino)-2,5-difluoro-3-pyridyl]-1-methyl-imidazole-2-carboxamide